2-(azetidin-1-yl)-N-((5-chloro-6-(thiazol-4-ylmethoxy)-1H-indol-2-yl)methyl)acetamide N1(CCC1)CC(=O)NCC=1NC2=CC(=C(C=C2C1)Cl)OCC=1N=CSC1